vinyl-bis(indenyl)zirconium dichloride [Cl-].[Cl-].C(=C)[Zr+2](C1C=CC2=CC=CC=C12)C1C=CC2=CC=CC=C12